bis-(2,6-dichlorobenzoyl)-4-chloro-phenylphosphine oxide ClC1=C(C(=O)P(C2=CC=C(C=C2)Cl)(C(C2=C(C=CC=C2Cl)Cl)=O)=O)C(=CC=C1)Cl